C1N(CC12CNC2)C(=O)OC2CCC(CC2)(F)F 4,4-difluorocyclohexyl 2,6-diazaspiro[3.3]heptan-2-carboxylate